(R)-N-benzyloxycarbonyl-N6-(tert-butoxycarbonyl)-L-lysine C(C1=CC=CC=C1)OC(=O)N[C@H](CCCCNC(=O)OC(C)(C)C)C(=O)O